4-[(1r,5s,6r)-6-(diethylcarbamoyl)-3-azabicyclo[3.1.0]hexane-3-yl]azepan-1-carboxylic acid ethyl ester C(C)OC(=O)N1CCC(CCC1)N1C[C@H]2C([C@H]2C1)C(N(CC)CC)=O